2-oxo-8-(5-phenyl-1,2,4-thiadiazol-3-yl)-1H-quinoline-3-carboxamide O=C1NC2=C(C=CC=C2C=C1C(=O)N)C1=NSC(=N1)C1=CC=CC=C1